Br.BrCC1=NC=NC=C1 4-bromomethyl-pyrimidine HBr salt